1-(4-(benzooxazol-2-yl)phenyl)-3-(4-tert-butyl-styryl)-5-(4-tert-butyl-phenyl)-pyrazoline O1C(=NC2=C1C=CC=C2)C2=CC=C(C=C2)N2NC(=CC2C2=CC=C(C=C2)C(C)(C)C)C=CC2=CC=C(C=C2)C(C)(C)C